2'-aminospiro[cyclohexane-1,4'-pyrrolo[3,4-d]thiazol]-6'(5'H)-one NC=1SC2=C(N1)C1(NC2=O)CCCCC1